CS(=O)(=O)OC1=CC=C2COC3(C2=C1)COCC3.[Na] sodium (4,5-dihydro-2H,3'H-spiro[furan-3,1'-isobenzofuran]-6'-yl) methanesulfonate